C(C)O\C=C(/C(=O)OCC)\C(C(F)F)=O Ethyl (Z)-2-(ethoxymethylene)-4,4-difluoro-3-oxobutanoate